FC=1C(=NC=CC1CN1N=C2N(CC[C@H](C2)C)C1=O)C(F)(F)F |r| (5RS,7RS)-2-{[3-Fluoro-2-(trifluoromethyl)pyridin-4-yl]methyl}-7-methyl-3-oxo-2,3,5,6,7,8-hexahydro[1,2,4]triazolo[4,3-a]pyridin